ClC=1C=C(C=CC1)[C@H](C(=O)N1CC2=C(N=C(NC2=O)C2(CC2)C=2SC=C(C2)Cl)CC1)O (R)-6-(2-(3-chlorophenyl)-2-hydroxyacetyl)-2-(1-(4-chlorothien-2-yl)cyclopropyl)-5,6,7,8-tetrahydropyrido[4,3-d]pyrimidin-4(3H)-one